2-phenyl-4,6-bis(4-quinolin-3-yl-phenyl)-benzoxazole C1(=CC=CC=C1)C=1OC2=C(N1)C(=CC(=C2)C2=CC=C(C=C2)C=2C=NC1=CC=CC=C1C2)C2=CC=C(C=C2)C=2C=NC1=CC=CC=C1C2